NC(CCCCCCCCCCCCCN)N 1,14-diaminotetradecylamine